(R)-3-(6-(2-oxaspiro[3.3]heptan-6-yloxy)pyridin-3-yl)-5-(1-(3,5-dichloropyridin-4-yl)ethoxy)-1H-indazole C1OCC12CC(C2)OC2=CC=C(C=N2)C2=NNC1=CC=C(C=C21)O[C@H](C)C2=C(C=NC=C2Cl)Cl